3-chloro-5-(2-(4-((2-(4-(1-(pyrrolidin-3-ylmethyl)azetidin-3-yl)piperazin-1-yl)pyrimidin-4-yl)methoxy)phenyl)propan-2-yl)benzonitrile trifluoroacetate FC(C(=O)O)(F)F.ClC=1C=C(C#N)C=C(C1)C(C)(C)C1=CC=C(C=C1)OCC1=NC(=NC=C1)N1CCN(CC1)C1CN(C1)CC1CNCC1